ClC1=C(C(=CC(=C1)Cl)Cl)C=1N(C(=C(N1)C1=CC=CC=C1)C1=CC=CC=C1)C1(N=C(C(=N1)C1=CC=CC=C1)C1=CC=CC=C1)C1=C(C=C(C=C1Cl)Cl)Cl 2,2'-bis(2,4,6-trichlorophenyl)-4,4',5,5'-Tetraphenyl-1,2'-biimidazole